COCC(C(=O)O)OC1=CC=C2C(=CC(OC2=C1)=O)C1=C(C=CC=C1)C 3-methoxy-2-[4-(o-tolyl)-2-oxo-2H-chromen-7-yl]oxy-propanoic acid